3-(2,6-dimethylphenyl)-5-fluoro-6-iodo-2-methyl-quinazolin-4(3H)-one CC1=C(C(=CC=C1)C)N1C(=NC2=CC=C(C(=C2C1=O)F)I)C